N1CC(C1)COC1=CC=C(C=C1)C1CCN(CC1)C1=CC(=C(C#N)C=C1)C(F)(F)F 4-(4-{4-[(azetidin-3-yl)methoxy]phenyl}piperidin-1-yl)-2-(trifluoromethyl)benzonitrile